CC1(OB(OC1(C)C)C1=CC(=CC2=C1OCCN2)C(=O)OC)C methyl 8-(4,4,5,5-tetramethyl-1,3,2-dioxaborolan-2-yl)-3,4-dihydro-2H-benzo[b][1,4]oxazine-6-carboxylate